FC(C1=CC=CC(=N1)N1CCN(CC1)C(=O)C1(CCCC1)NC1=CC=C(C=C1)C#C)(F)F 4-((1-(4-(6-(trifluoromethyl)pyridin-2-yl)piperazine-1-carbonyl)cyclopentyl)amino)phenylacetylene